C1(=CC=CC=C1)C(C(=O)OC(C(C)=O)=C)C1=CC=CC=C1 1-methylene-2-oxo-propyl 2,2-diphenylacetate